ClC=1C(=NC(=NC1)NC1CCOCC1)C1=CC=C2CN(C(C2=C1)=O)CC(=O)NC(C)C=1C=NN(C1)C 2-(6-{5-chloro-2-[(oxacyclohex-4-yl)amino]pyrimidin-4-yl}-1-oxo-2,3-dihydro-1H-isoindol-2-yl)-N-[1-(1-methyl-1H-pyrazol-4-yl)ethyl]acetamide